C1(CC1)C1=NC=NC(=C1C=1N=C(C2=C(N1)CCN(C2)C#N)NCC2=CC=C(C=C2)N2N=C(C=C2C)C(F)(F)F)OC 2-(4-cyclopropyl-6-methoxypyrimidin-5-yl)-4-((4-(5-methyl-3-(trifluoromethyl)-1H-pyrazol-1-yl)benzyl)amino)-7,8-dihydropyrido[4,3-d]pyrimidine-6(5H)-carbonitrile